C(C)[N+]1=C(N(C2=C1C=CC=C2)CC)C(=O)[O-] 1,3-diethylbenzimidazolium-2-carboxylate